C(C)(C)(C)OC(=O)N1CCC(CC1)C(=O)C=1SC2=C(N1)C=CC=C2 4-(Benzo[d]thiazole-2-carbonyl)piperidine-1-carboxylic acid tert-butyl ester